[Ni](O)(O)O nickel trihydroxide